diethyl-2,3-diisopropylsuccinate C(C)OC(C(C(C(=O)OCC)C(C)C)C(C)C)=O